NC1(CCC2(C(=CC3=C(C=CC=C23)C)Br)CC1)C(=O)O (1s,4s)-4-amino-2'-bromo-4'-methylspiro[cyclohexane-1,1'-indene]-4-carboxylic acid